5-fluoro-7-(cis-3-fluorocyclobutyl)-2-(((3S,4R)-3-hydroxytetrahydro-2H-pyran-4-yl)amino)pyrrolo[2,1-f][1,2,4]triazine-6-carbonitrile FC=1C(=C(N2N=C(N=CC21)N[C@H]2[C@@H](COCC2)O)[C@@H]2C[C@@H](C2)F)C#N